Methoxynonaethylene glycol monomethacrylate C(C(=C)C)(=O)O.COC(COCCOCCOCCOCCOCCOCCOCCOCCO)O